N[C@H](C(=O)O)CNC(=O)OC(C)(C)C (S)-2-amino-3-((tert-butoxycarbonyl)amino)propanoic acid